(((2S,3R)-2-Ethyl-4-hydroxy-3-((1-methyl-1H-imidazol-5-yl)methyl)butanoyl)-oxy)methyl 2-((5-bromoquinoxalin-6-yl)amino)-4,5-dihydro-1H-imidazole-1-carboxylate BrC1=C2N=CC=NC2=CC=C1NC=1N(CCN1)C(=O)OCOC([C@H]([C@H](CO)CC1=CN=CN1C)CC)=O